COC=1C=CC2=C(OCC(N2)=O)C1 7-methoxy-2H-benzo[b][1,4]oxazine-3(4H)-one